CCCCCI Iodopentane